2-{[1-(tert-butoxycarbonyl)azetidin-3-yl]methyl}-8-methyl-4,5-dihydro-2H-furo[2,3-g]indazole-7-carboxylic acid C(C)(C)(C)OC(=O)N1CC(C1)CN1N=C2C3=C(CCC2=C1)OC(=C3C)C(=O)O